phthalic acid, butyl ester C(C=1C(C(=O)[O-])=CC=CC1)(=O)OCCCC